Cl.FC1=CC(=CC2=C1N=C(S2)C=2CCNCC2)C=2N=C(C=1N(C2)C=C(N1)C)C 6-[4-fluoro-2-(1,2,3,6-tetrahydropyridin-4-yl)-1,3-benzothiazol-6-yl]-2,8-dimethylimidazo[1,2-a]pyrazine hydrochloride